C1(=CC=CC=C1)C1=NC(=CC(=C1)C1=C(C(=C(C(=C1)C1=CC(=NC(=C1)C1=CC=CC=C1)C1=CC=CC=C1)N1C2=CC=C(C=C2C=2C=C(C=CC12)C)C)N1C2=CC=CC=C2C=2C=C(C=CC12)C)N1C2=CC=C(C=C2C=2C=C(C=CC12)C)C)C1=CC=CC=C1 9,9'-(4,6-bis(2,6-diphenylpyridin-4-yl)-2-(3-methyl-9H-carbazol-9-yl)-1,3-phenylene)bis(3,6-dimethyl-9H-carbazole)